C[C@@H](CCC1=CC=C(C=C1)O)NC[C@@H](C2=CC=C(C=C2)O)O The molecule is a 4-(1-hydroxy-2-{[4-(4-hydroxyphenyl)butan-2-yl]amino}ethyl)phenol in which the carbon bearing the hydroxy group has R configuration while the remaining stereocentre has S configuration. It is an enantiomer of a 4-[(1S)-1-hydroxy-2-{[(2R)-4-(4-hydroxyphenyl)butan-2-yl]amino}ethyl]phenol.